CC1CC2(C(OCC(N2)=O)CC1)C1=CC=CC=C1 6-methyl-4a-phenylhexahydro-2H-benzo[b][1,4]oxazine-3(4H)-one